C[Si](Cl)(Cl)CCCCCCCC Methyl-n-octyldichlorsilan